[O-]CCCC.[O-]CCCC.[O-]CCCC.[Ti+3] titanium tributoxide